racemic-6-benzyloxytryptophan C(C1=CC=CC=C1)OC=1C=C2NC=C(C[C@H](N)C(=O)O)C2=CC1 |r|